C(=C)NC(CCCC)=O N-vinyl-valeramide